5-chloro-2-fluorophenyl 2,4,6-tri-O-acetyl-3-azido-3-deoxy-1-thio-α-D-galactopyranoside C(C)(=O)O[C@H]1[C@@H](SC2=C(C=CC(=C2)Cl)F)O[C@@H]([C@@H]([C@@H]1N=[N+]=[N-])OC(C)=O)COC(C)=O